C1C=CN2C1C=NC1=C(C2=O)C=CC=C1 1H-benzo[e]pyrrolo[1,2-a][1,4]diazepine-5(11AH)-one